(quinolin-8-yl)quinazoline N1=CC=CC2=CC=CC(=C12)C1=NC2=CC=CC=C2C=N1